ClC1=CC=C(C=C1)C=1N(C(C2=C(N1)C(=NC=C2)C=2C=NC=CC2)=O)[C@@H]2CNC[C@H]2O (4-chlorophenyl)-3-((3R,4R)-4-hydroxypyrrolidin-3-yl)-8-(pyridin-3-yl)pyrido[3,4-d]pyrimidine-4(3H)-one